methacryloyl-propyl-ammonium propanesulfonate C(CC)S(=O)(=O)[O-].C(C(=C)C)(=O)[NH2+]CCC